3-aminomethyl-1-(methylglycyl)piperidine NCC1CN(CCC1)C(CNC)=O